2-(((4-azido-2,3,5,6-tetrafluorobenzoyl)oxy)methyl)-2-ethylpropane-1,3-diyl bis(4-azido-2,3,5,6-tetrafluorobenzoate) N(=[N+]=[N-])C1=C(C(=C(C(=O)OCC(COC(C2=C(C(=C(C(=C2F)F)N=[N+]=[N-])F)F)=O)(CC)COC(C2=C(C(=C(C(=C2F)F)N=[N+]=[N-])F)F)=O)C(=C1F)F)F)F